5-bromo-2-{[6-({6,6-difluoro-2-azaspiro[3.3]heptan-2-yl}methyl)imidazo[1,2-a]pyridin-2-yl]methyl}-1,2-dihydro-2,7-naphthyridin-1-one BrC1=C2C=CN(C(C2=CN=C1)=O)CC=1N=C2N(C=C(C=C2)CN2CC3(C2)CC(C3)(F)F)C1